Sodium (2S)-2-((2S)-2-(((((1S,5R)-bicyclo[3.3.1]non-6-en-3-yl)methoxy)carbonyl)amino)-4-methylpentanamido)-1-hydroxy-3-((S)-2-oxopyrrolidin-3-yl)propane-1-sulfonate [C@H]12CC(C[C@H](C=CC1)C2)COC(=O)N[C@H](C(=O)N[C@H](C(S(=O)(=O)[O-])O)C[C@H]2C(NCC2)=O)CC(C)C.[Na+]